COC1=C(C(=O)N2CC=3N=C(SC3C2)NC(C2=CN=C(C=C2C2=CC=3N(C=C2OC)C=NC3)C)=O)C=CC(=N1)C(F)(F)F N-(5-(2-methoxy-6-(trifluoromethyl)nicotinoyl)-5,6-dihydro-4H-pyrrolo[3,4-d]thiazol-2-yl)-4-(6-methoxyimidazo[1,5-a]pyridin-7-yl)-6-methylnicotinamide